5-aminolevulinic acid hydrochloride salt Cl.NCC(CCC(=O)O)=O